BrC1=CC=C(S1)CN1N=CC2=CC(=CC=C12)Cl 1-((5-bromothiophene-2-yl)methyl)-5-chloro-1H-indazole